1-tert-Butyl 3-methyl (±)-trans-4-(cyclohexyl)pyrrolidine-1,3-dicarboxylate C1(CCCCC1)[C@H]1[C@@H](CN(C1)C(=O)OC(C)(C)C)C(=O)OC |r|